C12CN(CC(CC1)O2)C2=NN(C1=CC=C(C=C21)C=2SC1=C(N2)C=C(C(=C1C1=CC=C(C=C1)Cl)[C@@H](C(=O)O)OC(C)(C)C)C)C (2S)-2-(2-(3-(8-oxa-3-azabicyclo[3.2.1]octan-3-yl)-1-methyl-1H-indazol-5-yl)-7-(4-chlorophenyl)-5-methylbenzo[d]thiazol-6-yl)-2-(tert-butoxy)acetic acid